ClC1=C(CN2C3=C(OCC2=O)C=CC(=C3)NC(=O)NC3=CNC2=CC=CC=C32)C(=CC=C1)F 1-(4-(2-chloro-6-fluorobenzyl)-3-oxo-3,4-dihydro-2H-benzo[b][1,4]oxazin-6-yl)-3-(1H-indol-3-yl)urea